(1S,2S)-1-(2,3-dihydrobenzo[b][1,4]dioxin-6-yl)-2-(1-(2-(3-fluoro-6-methoxy-1,5-naphthyridin-4-yl)ethyl)piperidin-4-yl)ethane-1,2-diol O1C2=C(OCC1)C=C(C=C2)[C@@H]([C@@H](O)C2CCN(CC2)CCC2=C(C=NC1=CC=C(N=C21)OC)F)O